FC=1C(=C(C=C2CCC(CC12)NC(CC(C)C)=N)O)N1S(NC(C1)=O)(=O)=O N-[8-fluoro-6-hydroxy-7-(1,1,4-trioxo-1λ6,2,5-thiadiazolidin-2-yl)-1,2,3,4-tetrahydronaphthalen-2-yl]-3-methylbutanimidamide